INC(CCC(=O)N)=O N-iodosuccinamide